2-(3-{4-[(3R)-3-[5-cyclopropyl-3-(2-hydroxyphenyl)pyrrolo[3,2-c]pyridazin-6-yl]pyrrolidin-1-yl]pyridin-2-yl}-1,2-oxazol-5-yl)-3-methylbutanoic acid C1(CC1)N1C(=CC=2N=NC(=CC21)C2=C(C=CC=C2)O)[C@H]2CN(CC2)C2=CC(=NC=C2)C2=NOC(=C2)C(C(=O)O)C(C)C